ClC=1C=CC(=NC1)C1=NN=C(O1)NC=1C(=NC=CC1)C(=NO)N ((5-(5-Chloropyridin-2-yl)-1,3,4-oxadiazol-2-yl)amino)-N'-hydroxypyridineformamidine